C(C)(C)N(C(C)C)C(C)CC N,N-diisopropylethyl-ethylamine